CN1C2=C(N=C3C(NC(N=C13)=O)=O)C=CC=C2 10-Methyl-10H-benzo[g]pteridine-2,4-dion